C(C=C)OCC=1C(=NC(=CC1)Br)NC(=O)[C@H]1N([C@@H]2C[C@@]2(C1)CNC(C(CC=C)(F)F)=O)C(=O)OC(C)(C)C (1R,3S,5R)-tert-Butyl 3-((3-((Allyloxy)methyl)-6-bromopyridin-2-yl)carbamoyl)-5-((2,2-difluoropent-4-enamido)methyl)-2-azabicyclo[3.1.0]hexane-2-carboxylate